sodium lithium potassium sodium antimony [Sb].[Na].[K].[Li].[Na]